ClC=1C=CC(=C(C(=O)N)C1)OC1=NC=C(C=C1)C1CN(C1)C(CC[C@H]1NC(OC1)=O)=O 5-Chloro-2-[[5-[1-[3-[(4R)-2-oxooxazolidin-4-yl]propanoyl]azetidin-3-yl]-2-pyridyl]oxy]benzamide